ClC1=C(C=O)C(=CC=C1Cl)OC 2,3-Dichloro-6-methoxybenzaldehyde